OCC1=CC=C(OCC(C(C)(C)C)=O)C=C1 l-r-4-(hydroxymethyl)phenoxyl-3,3-dimethyl-butan-2-one